tert-Butyl (R,Z)-((1-(2-chloro-6-(2-fluoro-2-(4,4,5,5-tetramethyl-1,3,2-dioxaborolan-2-yl)vinyl)-3-phenoxyphenyl)pyrrolidin-2-yl)methyl)carbamate ClC1=C(C(=CC=C1OC1=CC=CC=C1)\C=C(\B1OC(C(O1)(C)C)(C)C)/F)N1[C@H](CCC1)CNC(OC(C)(C)C)=O